C(C)(C)(C)O\N=C(/[C@H]1C[C@@H]([C@H](CC1)N(C1=CC(N(C=2C=CC=NC12)C)=O)C)O)\C1=CC=C(C=C1)F 8-(((1S,2S,4R)-4-((E)-(tert-butoxyimino)(4-fluorophenyl)methyl)-2-hydroxycyclohexyl)(methyl)amino)-5-methyl-6-oxo-5,6-dihydro-1,5-naphthyridine